(-)-6-(difluoromethyl-d)-8-((1R,2R)-2-hydroxy-2-methylcyclopentyl)-2-((1-((methyl-d3)sulfonyl)piperidin-4-yl-3,3,5,5-d4)amino)pyrido[2,3-d]pyrimidin-7(8H)-one FC(C1=CC2=C(N=C(N=C2)NC2C(CN(CC2([2H])[2H])S(=O)(=O)C([2H])([2H])[2H])([2H])[2H])N(C1=O)[C@H]1[C@](CCC1)(C)O)([2H])F